2-(4-(3-isopropyl-2-(5-oxo-1,2,3,5-tetrahydroindolizin-8-yl)-1H-indol-5-yl)piperidin-1-yl)acetamide C(C)(C)C1=C(NC2=CC=C(C=C12)C1CCN(CC1)CC(=O)N)C=1C=CC(N2CCCC12)=O